(S)-4-Ethyl-N'-(((R)-3-methyl-1,2,3,5,6,7-hexahydrodicyclopenta[b,e]pyridin-8-yl)carbamoyl)thiophene-2-sulfonimidamide C(C)C=1C=C(SC1)[S@](=O)(N)=NC(NC1=C2C(=NC3=C1CCC3)[C@@H](CC2)C)=O